8-ethoxy-2,3,4,5-tetrahydro-1H-pyrido[3,2-b]indole C(C)OC1=CC=2C3=C(NC2C=C1)CCCN3